5-(4-amino-3-chlorophenyl)-7-cyclopropyl-7H-pyrrolo[2,3-d]pyrimidin-4-amine NC1=C(C=C(C=C1)C1=CN(C=2N=CN=C(C21)N)C2CC2)Cl